FC1=CC(=C(C=C1)[C@H]1CC[C@H](CC1)CCNC1CCOCC1)C 4-((2-((cis)-4-(4-Fluoro-2-methylphenyl)cyclohexyl)ethyl)-amino)tetrahydro-2H-pyran